4-((tert-butoxycarbonyl)amino)butyl 4-methylbenzenesulfonate CC1=CC=C(C=C1)S(=O)(=O)OCCCCNC(=O)OC(C)(C)C